N-methyl-2-mercapto-4-butyrolactam CN1C(C(CC1)S)=O